L-4-amino-3-hydroxy-1-naphthalenesulfonic acid NC1=C(C=C(C2=CC=CC=C12)S(=O)(=O)O)O